C1(=CC=C(C=C1)[C@H](C)O[Si](CCCC)(CCCC)CCCC)C1=CC=CC=C1 (S)-(1-([1,1'-Biphenyl]-4-yl)ethoxy)tributylsilane